Dihydrogen dioxide OO